4-bromo-5-(4-fluorophenyl)-1-methyl-1H-pyrazole BrC=1C=NN(C1C1=CC=C(C=C1)F)C